5-amino-1-(3-fluoro-4-pyridyl)pyrazole-4-carboxamide NC1=C(C=NN1C1=C(C=NC=C1)F)C(=O)N